t-butanamide C(C(=O)N)(C)C